1-[(4S)-8-chlorochroman-4-yl]-3-[1-(3-cyanophenyl)pyrazol-3-yl]urea ClC=1C=CC=C2[C@H](CCOC12)NC(=O)NC1=NN(C=C1)C1=CC(=CC=C1)C#N